R-(-)-3-hydroxytetrahydrofuran O[C@H]1COCC1